methyl 5-methyl-1H-pyrrolo[2,3-C]pyridine-3-carboxylate CC=1C=C2C(=CN1)NC=C2C(=O)OC